potassium tetrabromo-gold Br[Au](Br)(Br)Br.[K]